triisotridecyl trimellitate triisotetradecyl-trimellitate C(CCCCCCCCCCC(C)C)C=1C(=C(C(=C(C1C(=O)O)C(=O)O)CCCCCCCCCCCC(C)C)C(=O)O)CCCCCCCCCCCC(C)C.C(C=1C(C(=O)OCCCCCCCCCCC(C)C)=CC(C(=O)OCCCCCCCCCCC(C)C)=CC1)(=O)OCCCCCCCCCCC(C)C